N4-butyl-N2-methyl-5-oxido-N2-(2-tetrahydropyran-4-ylethyl)-6,7-dihydro-thieno[3,2-d]pyrimidin-5-ium-2,4-diamine C(CCC)NC=1C2=C(N=C(N1)N(CCC1CCOCC1)C)CC[S+]2[O-]